BrC1=C(C=C(N(C2=CC=C(C=C2)OC)C2=CC=C(C=C2)OC)C=C1)OC 4-bromo-3-methoxy-N,N-bis(4-methoxyphenyl)aniline